C(CCC)N(C(O)=O)C(CO)C(C)(C)C.C(C)(C)(C)C=1C=CC2=C(C3=CC=CC=C3C(=C2C1)C1=CC2=CC=CC=C2C=C1)C1=CC2=CC=CC=C2C=C1 3-t-butyl-9,10-di(naphthalen-2-yl)anthracene Butyl-(1-hydroxy-3,3-dimethylbutan-2-yl)carbamate